C(C1=CC=CC=C1)OC=1C=C2CCC(=C(C2=CC1)C1=CC(=C(C=C1OC)N1CCC(CC1)C(OC)OC)F)Br 1-(4-(6-(benzyloxy)-2-bromo-3,4-dihydronaphthalen-1-yl)-2-fluoro-5-methoxyphenyl)-4-(dimethoxymethyl)piperidine